C(C)(C)(C)C=1C=C(N(N1)C1=CC(=CC=C1)CN(C)C)NC(=O)NC1=CC=C(C2=CC=CC=C12)OCCN1CCOCC1 1-[5-tert-butyl-2-(3-dimethylaminomethylphenyl)-2H-pyrazol-3-yl]-3-[4-(2-morpholin-4-yl-ethoxy)naphthalen-1-yl]-urea